C(CCC)C1=C(N=C(O1)CC(C(=O)OCC1=CC=C(C=C1)OC)P(=O)(OCC)OCC)C1=CC=C(C=C1)Cl 4-methoxybenzyl 3-(5-butyl-4-(4-chlorophenyl)oxazol-2-yl)-2-(diethoxyphosphoryl)propanoate